5-(4-(azetidin-3-ylmethyl)-2-fluoro-6-hydroxyphenyl)-1,2,5-thiadiazolidin-3-one 1,1-dioxide N1CC(C1)CC1=CC(=C(C(=C1)O)N1CC(NS1(=O)=O)=O)F